C(=C)C[N+](C)(C)CC1=CC=CC=C1 vinyl-benzyltrimethylammonium